FC=1C=C(C=C(C1)C(F)(F)F)CC#N 3-fluoro-5-(trifluoromethyl)benzeneacetonitrile